C(C)(CC)C1=C(C(=NN1CC)CCC)O 5-sec-butyl-1-ethyl-4-hydroxy-3-n-propyl-pyrazole